ClC1=C(C#N)C(=CC=C1)N1N=CC(=C1)C1=CN(C(C=C1C1=CC(N(C=C1)C)=O)=O)C 2-Chloro-6-[4-(1,1'-dimethyl-6,2'-dioxo-1,6,1',2'-tetrahydro-[4,4']bipyridinyl-3-yl)-pyrazol-1-yl]-benzonitrile